FC=1C=C(C=CC1)C1=C(C=C2C(=N1)N=C(S2)S)C 5-(3-fluorophenyl)-6-methyl-thiazolo[4,5-b]pyridine-2-thiol